[Cu].[Hf] hafnium-copper